C(C)C1=CC=C(C)C=C1 p-ethyl-toluene